α-hydroxyisovaleric acid OC(C(=O)O)C(C)C